1-(1-methyl-6-(1-(3-((4-((5-(trifluoromethyl)pyrimidin-2-yl)amino)piperidin-1-yl)sulfonyl)benzyl)-piperidin-4-yl)-1H-indazol-3-yl)dihydropyrimidine-2,4(1H,3H)-dione CN1N=C(C2=CC=C(C=C12)C1CCN(CC1)CC1=CC(=CC=C1)S(=O)(=O)N1CCC(CC1)NC1=NC=C(C=N1)C(F)(F)F)N1C(NC(CC1)=O)=O